(R)-N-(4-(3-((5-chloro-4-methoxypyrimidin-2-yl)amino)pyrrolidine-1-carbonyl)oxazol-2-yl)acrylamide ClC=1C(=NC(=NC1)N[C@H]1CN(CC1)C(=O)C=1N=C(OC1)NC(C=C)=O)OC